C1(CCCCC1)C[C@H](C(=O)N1CC([C@](CC1)(O)CN1C(C=C(C(=C1)N=S(=O)(C)C)C1=C(C=CC=C1)F)=O)(C)C)C 1-(((S)-1-((R)-3-cyclohexyl-2-methylpropanoyl)-4-hydroxy-3,3-dimethylpiperidin-4-yl)methyl)-5-((dimethyl(oxo)-λ6-sulfaneylidene)amino)-4-(2-fluorophenyl)pyridin-2(1H)-one